4-(Methylthio)-3-butenyl isothiocyanate CSC=CCCN=C=S